NC1=NC=CC2=C(C=CC=C12)NCC12N(CC(C1)(C2)COC2=CC(N1CCCC1=C2)=O)C(=O)NC2(CC2)C2=CC=CC=C2 1-(((1-Aminoisoquinolin-5-yl)amino)methyl)-4-(((5-oxo-1,2,3,5-tetrahydroindolizin-7-yl)oxy)methyl)-N-(1-phenylcyclopropyl)-2-azabicyclo[2.1.1]hexane-2-carboxamide